CN(C)CC1=C(C=CC(=N1)NC=1C=CC(=C2CNC(C12)=O)C1=CN=C2N1C=CC(=C2)F)N2C[C@H](CCC2)O 7-[[6-[(dimethyl-amino)methyl]-5-[(3S)-3-hydroxy-1-piperidyl]-2-pyridyl]amino]-4-(7-fluoro-imidazo[1,2-a]pyridin-3-yl)isoindolin-1-one